2,2-dimethyl-N-phenethyl-3,4-dihydro-1,8-naphthyridine-1(2H)-carboxamide CC1(N(C2=NC=CC=C2CC1)C(=O)NCCC1=CC=CC=C1)C